tert-butyl 4-(6-(2,8-dimethylimidazo[1,2-b]pyridazin-6-yl)-1,8-naphthyridin-2-yl)piperidine-1-carboxylate CC=1N=C2N(N=C(C=C2C)C=2C=C3C=CC(=NC3=NC2)C2CCN(CC2)C(=O)OC(C)(C)C)C1